N1N=NN=C1CC=1C=C(C=CC1)CCN[C@@H]([C@H]1CNC2=CC=CN=C2C1)C1=CC=CC=C1 2-(3-((1H-tetrazol-5-yl)methyl)phenyl)-N-((S)-phenyl((R)-1,2,3,4-tetrahydro-1,5-naphthyridin-3-yl)methyl)ethan-1-amine